[K+].[Ti+4] titanium (IV) potassium